N[C@H](C(=O)N(C)C)CC1=CC=CC=C1 (2S)-2-amino-N,N-dimethyl-3-phenyl-propanamide